(2-chloropyrimidine-4-yl)-N-methyl-2,3-dimethyl-2H-indazol-6-amine ClC1=NC=CC(=N1)C=1C2=C(N(N=C2C=C(C1)NC)C)C